5-[(2R)-4-[4-chloro-2-(trifluoromethyl)benzoyl]-2-ethylpiperazin-1-yl]-2'-ethoxy-N-[(3R,4R)-4-fluoropyrrolidin-3-yl]-[2,3'-bipyridine]-6-carboxamide ClC1=CC(=C(C(=O)N2C[C@H](N(CC2)C=2C=CC(=NC2C(=O)N[C@@H]2CNC[C@H]2F)C=2C(=NC=CC2)OCC)CC)C=C1)C(F)(F)F